(S)-2-(prop-2-yn-1-yl)heptanoic acid C(C#C)[C@@H](C(=O)O)CCCCC